6-((oxazol-4-yl(1-(1-(oxetan-3-yl)piperidin-4-yl)-1H-1,2,3-triazol-4-yl)methyl)amino)quinoline-3-carbonitrile O1C=NC(=C1)C(C=1N=NN(C1)C1CCN(CC1)C1COC1)NC=1C=C2C=C(C=NC2=CC1)C#N